[Mn](=O)(=O)(=O)[O-].[Na+] sodium permanganate